ClC=1C(=C(N)C(=CC1)F)[N+](=O)[O-] 3-chloro-6-fluoro-2-nitroaniline